1-(3-methyl-5-(2-propanyl)-1,2-oxazol-4-yl)-4-((2S)-2-methyl-4-(2-propenoyl)-1-piperazinyl)pyrido[2,3-d]pyrimidin-2(1H)-one CC1=NOC(=C1N1C(N=C(C2=C1N=CC=C2)N2[C@H](CN(CC2)C(C=C)=O)C)=O)C(C)C